C(#N)C1=CC(=C(COC2=CC=C3CCN(C(C3=C2)C)C(=O)OC(C)(C)C)C=C1)F Tert-butyl 7-((4-cyano-2-fluorobenzyl) oxy)-1-methyl-3,4-dihydroisoquinoline-2(1H)-carboxylate